methyl 7-methyl-1H-indazole-5-carboxylate CC=1C=C(C=C2C=NNC12)C(=O)OC